2-[(3r,5r)-3,5-dimethyl-4-(pyridazin-3-ylmethyl)piperazin-1-yl]-6-fluoro-4-isobutyl-benzonitrile C[C@@H]1CN(C[C@H](N1CC=1N=NC=CC1)C)C1=C(C#N)C(=CC(=C1)CC(C)C)F